16,16-dimethyl-13-oxo-4,7,10-trioxa-14-aza-heptadecanoic acid CC(CNC(CCOCCOCCOCCC(=O)O)=O)(C)C